BrC1=CC2=C(N=C(S2)C2=NN=C3N2CCN([C@@H]3C)CC3=C(C=C(C=C3)OC)OC)C=C1 (R)-6-bromo-2-(7-(2,4-dimethoxybenzyl)-8-Methyl-5,6,7,8-tetrahydro-[1,2,4]triazolo[4,3-a]pyrazin-3-yl)benzo[d]thiazole